3,5-difluoro-N-methylbenzamide FC=1C=C(C(=O)NC)C=C(C1)F